N,N,N-trimethyl-N-(2-methoxyethyl)ammonium chloride [Cl-].C[N+](CCOC)(C)C